5-(trifluoromethyl)-3-azabicyclo[3.1.0]hexane FC(C12CNCC2C1)(F)F